ClC1=CC(=CC(=N1)N1C(C2=CC(=CC(=C2C1)SC)CN1C[C@H](CCC1)C)=O)C1(COC1)CC1=NN=CN1C 2-(6-chloro-4-{3-[(4-methyl-1,2,4-triazol-3-yl)methyl]oxetan-3-yl}pyridin-2-yl)-6-{[(3S)-3-methylpiperidin-1-yl]methyl}-4-(methylsulfanyl)-3H-isoindol-1-one